tert-butyl N-[(12R)-6-hydroxy-6-(oxan-4-yl)-18-(trifluoromethyl)-22-oxa-3,4,16,21-tetraazatetracyclo[15.3.1.12,5.012,16]docosa-1(20),2,4,17(21),18-pentaen-20-yl]carbamate OC1(C2=NN=C(C3=C(C=C(C(N4CCC[C@H]4CCCCC1)=N3)C(F)(F)F)NC(OC(C)(C)C)=O)O2)C2CCOCC2